CN(C(=O)C=1C=C(C=CC1)N1N=C(C=2CCCC(C12)OC1=CC=C(C(=O)O)C=C1)C(F)(F)F)C=1C=CC=2N(C1)N=C(N2)C 4-[[1-[3-[methyl-(2-methyl-[1,2,4]triazolo[1,5-a]pyridin-6-yl)carbamoyl]phenyl]-3-(trifluoromethyl)-4,5,6,7-tetrahydroindazol-7-yl]oxy]benzoic acid